C(C)(C)(C)OC(=O)N1C[C@@H]([C@@H](CC1)NC1=CC=C(C=C1)Cl)C |r| Racemic-(3S,4R)-4-(4-chloroanilino)-3-methyl-piperidine-1-carboxylic acid tert-butyl ester